methyl-1-imidazolium C[N+]1=CNC=C1